2,3,4-trimethoxy-6-nitrobenzamide COC1=C(C(=O)N)C(=CC(=C1OC)OC)[N+](=O)[O-]